FC=1C(N(C(N(C1)CC=1SC(=CC1)[N+](=O)[O-])=O)CC=1SC(=CC1)[N+](=O)[O-])=O 5-fluoro-1,3-bis((5-nitrothiophen-2-yl)methyl)pyrimidine-2,4(1H,3H)-dione